C(C)OC1=CN=CC(=N1)C1=C(N=C(S1)C(=O)N)C 5-(6-ethoxypyrazin-2-yl)-4-methyl-1,3-thiazole-2-carboxamide